NC=1C=C(C#N)C=CC1NC[C@H]1OCC1 (S)-3-amino-4-((oxetan-2-ylmethyl)amino)benzonitrile